C(C)(C)NC1=C2C(=NC=C1C(=O)NCCC1CNCC1)SC(=C2)C2=CNC(C=C2)=O 4-(isopropylamino)-2-(6-oxo-1,6-dihydropyridin-3-yl)-N-(2-(pyrrolidin-3-yl)ethyl)thieno[2,3-b]pyridine-5-carboxamide